CCCCCCCCCC(CCCCCCCC(=O)O)O The molecule is a hydroxyoctadecanoic acid that is octadecanoic acid (stearic acid) which has been substituted by a hydroxy group at position 9. It is a conjugate acid of a 9-hydroxyoctadecanoate.